OCC1C(N(CCC1C1=CC=C(C=C1)OC)C(=O)OC(C)(C)C)C (+/-)-tert-butyl (trans,trans)-3-(hydroxymethyl)-4-(4-methoxyphenyl)-2-methylpiperidine-1-carboxylate